[F].FC(C(C(C(C(C(C(F)(F)[Si](OC)(OC)OC)(F)F)(F)F)(F)F)(F)F)(F)F)(CCC(F)(F)F)F heptadecafluorodecyl-trimethoxysilane fluorine